N1NCC2C1=CC=C2 tetrahydrocyclopenta-[c]pyrazol